(3S)-N-({3-[3,5-bis(trifluoromethyl)phenyl]phenyl}methyl)-3-hydroxycyclopentane-1-carboxamide FC(C=1C=C(C=C(C1)C(F)(F)F)C=1C=C(C=CC1)CNC(=O)C1C[C@H](CC1)O)(F)F